COC(=O)C1=C(SC(=C1)C(=O)N1C[C@H](CC1)NC(C)=O)N (S)-5-(3-acetamidopyrrolidine-1-carbonyl)-2-aminothiophene-3-carboxylic acid methyl ester